C1=CC=CC=2C3=CC=CC=C3C(C12)OC(N(CCO)C)=O.CC1=C(OC2=C(C1=O)C=C(C=C2[C@@H](C)NC=2C(=NC=CC2)C=2C=NN(C2)C)C)C=2C=NC=CC2 3,6-dimethyl-8-[(1R)-1-[[2-(1-methylpyrazol-4-yl)-3-pyridinyl]amino]ethyl]-2-(3-pyridinyl)benzopyran-4-one (9H-fluoren-9-yl)methyl(2-Hydroxyethyl)carbamate